N-(2'-(ethoxymethyl)-4-((methylamino)methyl)-[1,1'-biphenyl]-2-yl)thiophene-3-sulfonamide C(C)OCC1=C(C=CC=C1)C1=C(C=C(C=C1)CNC)NS(=O)(=O)C1=CSC=C1